COC1CC(CCC1)C1=CC=C(C=C1)C=1SC=CN1 2-(4-(3-methoxycyclohexyl)phenyl)thiazole